methyl (S)-7-((9H-fluorene-3-carbonyl)glycyl)-1,4-dioxa-7-azaspiro[4.4]nonane-8-carboxylate C1=CC(=CC=2C3=CC=CC=C3CC12)C(=O)NCC(=O)N1CC2(OCCO2)C[C@H]1C(=O)OC